4-fluoro-1-(p-tolylsulfonyl)-2,3,6,7-tetrahydroazepine FC=1CCN(CCC1)S(=O)(=O)C1=CC=C(C=C1)C